C(CCCCCCC)C(COC([C@@H](NC(CCCCCCCCCCC)=O)C)=O)CCCCCCCCCC N-lauroyl-alanine 2-octyldodecyl ester